C1(CCCCCC1)[C@@H](C(=O)NC=1C=NC(=CC1)C=1C(=NOC1C)C)NC(=O)C=1C(=NOC1)C (S)-N-(1-cycloheptyl-2-((6-(3,5-dimethylisoxazol-4-yl)pyridin-3-yl)amino)-2-oxoethyl)-3-methylisoxazole-4-carboxamide